(R)-5-methyl-2-(7-((1-(oxetan-3-yl)piperidin-3-yl)amino)pyrazolo[1,5-d][1,2,4]triazin-4-yl)phenol CC=1C=CC(=C(C1)O)C=1C=2N(C(=NN1)N[C@H]1CN(CCC1)C1COC1)N=CC2